N-(5-((4-(2-(3-chloro-4-(2-chloroethoxy)-5-cyanophenyl)propan-2-yl)phenyl)ethynyl)pyrimidine-2-yl)methanesulfonamide ClC=1C=C(C=C(C1OCCCl)C#N)C(C)(C)C1=CC=C(C=C1)C#CC=1C=NC(=NC1)NS(=O)(=O)C